2,3,5,6-tetrafluorobenzoate FC1=C(C(=O)[O-])C(=C(C=C1F)F)F